(NE)-5-[4-(6-chloro-5-fluoro-indolin-1-yl)-3-cyano-6-quinolyl]-N-(dimethylaminomethylene)pyridine-2-carboxamide ClC1=C(C=C2CCN(C2=C1)C1=C(C=NC2=CC=C(C=C12)C=1C=CC(=NC1)C(=O)/N=C/N(C)C)C#N)F